ClC=1C=NC=C(C1[C@@H](C)OC=1C=C2C(=NNC2=CC1)C=1C=C(C(=NC1)N)OC(F)(F)F)Cl 5-[5-[(1R)-1-(3,5-dichloro-4-pyridyl)ethoxy]-1H-indazol-3-yl]-3-(trifluoromethoxy)pyridin-2-amine